OC1=C(C(=O)N(C2=CC=NC=C2)CCC)C=C(C(=C1)O)C(C)C 2,4-dihydroxy-5-isopropyl-N-propyl-N-(pyridin-4-yl)benzamide